[Ru+2].C(C)(C)C1=CC=C(C)C=C1 (p-isopropyltoluene) ruthenium (II)